C(C(C)C)(=O)OC1=C(C=C(C=C1)\C=C\C(=O)NC(C1=CC=CC=C1)C1=CC=CC=C1)OC (E)-4-(3-(benzhydrylamino)-3-oxoprop-1-en-1-yl)-2-methoxyphenyl isobutyrate